FC(C=1N=CC(=NC1)N[C@H]1C[C@H]2CN([C@@H]1CC2)C=O)(F)F ((1R,4S,6S)-6-((5-(trifluoromethyl)pyrazin-2-yl)amino)-2-azabicyclo[2.2.2]oct-2-yl)methanone